tert-butyl (R)-(2-(2-(2-(3-((1-(3,4-dichlorophenyl)-4,5-dihydro-1H-pyrazol-3-yl)carbamoyl)pyrrolidin-1-yl)-2-oxoethoxy)ethoxy)ethyl)carbamate ClC=1C=C(C=CC1Cl)N1N=C(CC1)NC(=O)[C@H]1CN(CC1)C(COCCOCCNC(OC(C)(C)C)=O)=O